C(#N)C1=C(C=CC=C1)C(C(C)C=1N(C(C(=C(N1)C(=O)NC=1C=NOC1)O)=O)C)C=1C=NN(C1)CC(C)(C)OC 2-[1-(2-cyanophenyl)-1-[1-(2-methoxy-2-methylpropyl)pyrazol-4-yl]propan-2-yl]-5-hydroxy-1-methyl-N-(1,2-oxazol-4-yl)-6-oxopyrimidine-4-carboxamide